OC1=C(N=C(N(C1=O)C)C1CN(CCC1)C(CCC1=CC=CC=C1)=O)C(=O)NC=1C=NOC1 5-hydroxy-N-(isoxazol-4-yl)-1-methyl-6-oxo-2-(1-(3-phenylpropanoyl)piperidin-3-yl)-1,6-dihydropyrimidine-4-carboxamide